4-(chloromethyl)-1-((2-(trimethylsilyl)ethoxy)methyl)-1H-pyrazole ClCC=1C=NN(C1)COCC[Si](C)(C)C